Cl.OCCN1C=NCC1 hydroxyethyl-imidazoline hydrochloride